O1C(CCC1=O)=O Tetrahydrofuran-2,5-dione